NCCCN(CCCNC(C(=O)NC(N(C(C)=O)C(C)=O)=O)C)CCCN 2-{3-[bis-(3-amino-propyl)-amino]-propylamino}-N-diacetylcarbamoyl-methylacetamide